C([O-])([O-])=O.[Sn+2].N1[C@@H](CCC1)C(=O)N1[C@H]2CC(C[C@@H]1CC2)NC(C2=CC=CC=C2)=O N-((1R,3R,5S)-8-((S)-pyrrolidine-2-carbonyl)-8-azabicyclo[3.2.1]oct-3-yl)benzamide tin (II) carbonate